C(CC1=CC=CC=C1)OC=1C=CC(=NC1)C=C1C(NC(C(N1)=O)=CC1=CC(=CC=C1)C(C1=CC=C(C=C1)F)=O)=O 3-((5-phenethoxypyridin-2-yl)methylene)-6-(3-(4-fluorobenzoyl)benzylidene)piperazine-2,5-dione